CN1N=C(C=C1)C1=CC=CC=C1C(=O)N 1-methyl-1H-pyrazol-benzamide